1-(7Z,10Z,13Z,16Z-docosatetraenoyl)-2-eicosanoyl-glycero-3-phosphoserine CCCCCCCCCCCCCCCCCCCC(=O)O[C@H](COC(=O)CCCCC/C=C\C/C=C\C/C=C\C/C=C\CCCCC)COP(=O)(O)OC[C@@H](C(=O)O)N